FC1(CC(C(NC1)=O)CC=1C(=CC=2N(N1)C=C(N2)[C@@H](NC(=O)C2=CC=NN2CC)C2CCC(CC2)(F)F)OC)F N-((1S)-(6-((5,5-difluoro-2-oxopiperidin-3-yl)methyl)-7-methoxyimidazo[1,2-b]pyridazin-2-yl)(4,4-difluorocyclohexyl)methyl)-1-ethyl-1H-pyrazole-5-carboxamide